phosphoric acid diethyl ester sodium salt [Na+].C(C)OP(OCC)([O-])=O